bis-(9,9-spirobifluoren-4-yl)-(9,9-dimethyl-9H-fluoren-2-yl)-amine C1=CC=C(C=2C3=CC=CC=C3C3(C12)C1=CC=CC=C1C=1C=CC=CC13)N(C1=CC=3C(C2=CC=CC=C2C3C=C1)(C)C)C1=CC=CC=3C2(C4=CC=CC=C4C13)C1=CC=CC=C1C=1C=CC=CC12